COC(C1=C(C=CC(=C1)C1C[C@@H](OC2=CC=CC=C12)CN([C@H](C)C1=CC=CC2=CC=CC=C12)C(=O)OC(C)(C)C)C)=O.CC1=C(C=C)C=CC=C1 o-methyl-styrene methyl-5-((2R)-2-(((tert-butoxycarbonyl)((R)-1-(naphthalen-1-yl)ethyl)amino)methyl)chroman-4-yl)-2-methylbenzoate